6'-(((1S,3S)-3-((6-Cyclopropyl-1,2,4-triazin-3-yl)amino)cyclopentyl)amino)-3-(difluoromethoxy)-2H-[1,3'-bipyridin]-2-one C1(CC1)C1=CN=C(N=N1)N[C@@H]1C[C@H](CC1)NC1=CC=C(C=N1)N1C(C(=CC=C1)OC(F)F)=O